N-(4-amino-1H-pyrazolo[4,3-c]pyridin-7-yl)-2-oxo-2-[rac-(2R,5S)-2-[3-[2-(dimethylamino)ethyl]phenyl]-5-methyl-1-piperidyl]acetamide NC1=NC=C(C2=C1C=NN2)NC(C(N2[C@H](CC[C@@H](C2)C)C2=CC(=CC=C2)CCN(C)C)=O)=O |r|